4-((3S,5R)-3,4,5-trimethylpiperazin-1-yl)-[1,1'-biphenyl]-3-amine C[C@H]1CN(C[C@H](N1C)C)C1=C(C=C(C=C1)C1=CC=CC=C1)N